3-((S)-2-(3-((3-cyano-5-fluorophenyl)amino)cyclobutane-1-carbonyl)isoxazolidin-3-yl)-5-fluorobenzonitrile C(#N)C=1C=C(C=C(C1)F)NC1CC(C1)C(=O)N1OCC[C@H]1C=1C=C(C#N)C=C(C1)F